silylaniline [SiH3]NC1=CC=CC=C1